CC1(NC(C2=CC=C(C=C12)NC1N=CC=C(N1C(CN1CCN(CC1)C)=O)N[C@H](CO)C1=CC=CC=C1)=O)C 2-[(3,3-Dimethyl-1-oxoisoindol-5-yl)amino]-4-[(1S)-2-hydroxy-1-phenylethyl]amino-N'-[2-(4-methylpiperazin-1-yl)acetyl]pyrimidine